ClC1=NC(=CC=C1S(=O)(=O)C1=CC=C(C=C1)NC(NCC=1C=NC=CC1)=O)C(C)C 3-{4-[2-chloro-6-(propan-2-yl)pyridine-3-sulfonyl]phenyl}-1-(pyridin-3-ylmethyl)urea